ClC=1C=CC2=C([C@@H](C[C@@H](O2)C(=O)N[C@H]2CO[C@@H](CC2)C=2OC(=NN2)[C@@H]2C[C@@H](C2)OC(F)(F)F)O)C1 |&1:6,8| (2RS,4RS)-6-chloro-4-hydroxy-N-[(3R,6S)-6-{5-[cis-3-(trifluoromethoxy)cyclobutyl]-1,3,4-oxadiazol-2-yl}oxan-3-yl]-3,4-dihydro-2H-1-benzopyran-2-carboxamide